C(C1=CC=CC=C1)N1C(OC(C2=C1C=CS2)=O)=O 1-Benzyl-1H-thieno[3,2-d][1,3]oxazine-2,4-dione